9,9-bis(phenylmethylcarboxymethyl)fluorene tert-butyl-(((2R,5R)-5-((S)-1-(4-fluorophenyl)-1,2,3,4-tetrahydroisoquinoline-2-carbonyl)tetrahydrofuran-2-yl)methyl)carbamate C(C)(C)(C)N(C(O)=O)C[C@@H]1O[C@H](CC1)C(=O)N1[C@H](C2=CC=CC=C2CC1)C1=CC=C(C=C1)F.C1(=CC=CC=C1)CC(C1(C2=CC=CC=C2C=2C=CC=CC12)C(C(=O)O)CC1=CC=CC=C1)C(=O)O